1-((3R,4S)-3-fluoro-4-((5-(1-(2-fluoroethyl)-2-methyl-1H-benzo[d]imidazol-6-yl)-4-methoxypyrrolo[2,1-f][1,2,4]triazin-2-yl)amino)piperidin-1-yl)ethan-1-one-2,2,2-d3 F[C@@H]1CN(CC[C@@H]1NC1=NN2C(C(=N1)OC)=C(C=C2)C=2C=CC1=C(N(C(=N1)C)CCF)C2)C(C([2H])([2H])[2H])=O